CC1(CNC1)C(O)(C=1C=NC=C(C1)N1CCCC1)C1=CC=C(C=C1)CCC (3-methyl-azetidin-3-yl)-(4-propyl-phenyl)-(5-pyrrolidin-1-yl-pyridin-3-yl)-methanol